ClC1=NC=C(C2=CC=C(C=C12)OCCN(C)C)C1=C(C=CC=C1)C 2-((1-chloro-4-(o-tolyl)isoquinolin-7-yl)oxy)-N,N-dimethylethan-1-amine